2,5-di-tert-butylcatechol C(C)(C)(C)C1(C(O)C=C(C=C1)C(C)(C)C)O